1,4-bis(4-chlorophenyl)-2,5-dihydropyrrole ClC1=CC=C(C=C1)N1CC=C(C1)C1=CC=C(C=C1)Cl